Methyl [5-(2,3-dichloro-phenyl)-3-isobutyl-2,4-dioxo-3,4-dihydro-2H-pyrimidin-1-yl]-acetate ClC1=C(C=CC=C1Cl)C=1C(N(C(N(C1)CC(=O)OC)=O)CC(C)C)=O